2-(3-bromo-1-cyclopropyl-1H-pyrazol-5-yl)acetic acid BrC1=NN(C(=C1)CC(=O)O)C1CC1